C(C)(C)OC=1C(=CC2=CN(N=C2C1)[C@@]12CO[C@@](CC1)(C2)C)C(=O)NC=2C=NN1C2N=CC(=C1)OC |o1:13,16| rel-6-isopropoxy-N-(6-methoxypyrazolo[1,5-a]pyrimidin-3-yl)-2-((1S,4S)-1-methyl-2-oxabicyclo[2.2.1]heptan-4-yl)-2H-indazole-5-carboxamide